ClC1=CC2=C(N(C(N2CCN2CCOCC2)=O)C2CCN(CC2)CC2=C(C=C(C=C2)Cl)C)C=C1Cl 5,6-dichloro-1-(1-(4-chloro-2-methylbenzyl)piperidin-4-yl)-3-(2-morpholinoethyl)-1,3-dihydro-2H-benzo[d]imidazol-2-one